F[C@@H]1C[C@@]2(CCCN2C1)COC=1N(N=C2C1C=1C=NC=NC1C=C2)C (((2R,7aS)-2-fluorotetrahydro-1H-pyrrolizin-7a(5H)-yl)methoxy)-2-methyl-2H-pyrazolo[4,3-f]quinazolin